N[C@@H](CCCCN)C(=O)O.C(CCCCCCCCCCCCCCCCC)(=O)N([C@@H](CCC(=O)O)C(=O)O)C(CCCCCCCCCCCCCCCCC)=O distearoyl-glutamic acid lysine salt